5-amino-2-fluoro-4-(piperidin-1-yl)benzonitrile NC=1C(=CC(=C(C#N)C1)F)N1CCCCC1